C(C=1C(C(=O)OCCCCCCCCCCC)=CC=CC1)(=O)OCCCCCCCCCCC di(undecyl) phthalate